1-ethyl-2-oxo-1,2-dihydrobenzo[cd]indole-6-sulfonyl chloride C(C)N1C(C2=C3C(C(=CC=C13)S(=O)(=O)Cl)=CC=C2)=O